2-carbamoyl-4-((2S,3R,4R,5'S)-3-(3,4-difluoro-2-methoxyphenyl)-4,5-dimethyl-5-(trifluoromethyl)tetrahydrofuran-2-carboxamido)pyridine 1-oxide C(N)(=O)C1=[N+](C=CC(=C1)NC(=O)[C@H]1OC([C@@H]([C@@H]1C1=C(C(=C(C=C1)F)F)OC)C)(C(F)(F)F)C)[O-]